FC1=C(C=CC(=C1F)C=1C=NNC1)C1CCN(CC1)C(=O)N1CCCC1 (4-(2,3-difluoro-4-(1H-pyrazol-4-yl)phenyl)piperidin-1-yl)(pyrrolidin-1-yl)methanone